COC(NC1=NC2=C(N1)C=CC(=C2)C2=C(C=CC(=C2)CC2=NNC(C1=CC=CC=C21)=O)F)=O (5-{2-fluoro-5-[(4-oxo-3,4-dihydrophthalazin-1-yl)methyl]phenyl}-1H-benzimidazol-2-yl)carbamic acid methyl ester